O=C1N(C[C@H](N1)C(F)(F)F)CC1=CC=NC=C1 4-(((S)-2-oxo-4-(trifluoromethyl)imidazolidin-1-yl)methyl)pyridin